ClC1=C(C=C(C=C1)C1=C(C(=O)O)C=CC=C1O)C(F)(F)F 2-[4-chloro-3-(trifluoromethyl)phenyl]-3-hydroxy-benzoic acid